tetrabromo-bisphenol-A BrC1=C(C(=C(C(=C1O)Br)Br)C(C)(C)C1=CC=C(C=C1)O)Br